NC=1C(=CC(=C(C1)C1=C(C=C(C=C1)F)F)C(F)(F)F)C(=O)OC Methyl 5-amino-2',4'-difluoro-2-(trifluoromethyl)-[1,1'-biphenyl]-4-carboxylate